(2-nitrophenyl)-benzeneboronic acid [N+](=O)([O-])C1=C(C=CC=C1)C1=C(C=CC=C1)B(O)O